ClC1N(CCNC1)C1=CC=CC=2OC(COC21)O 5-(2-chloropiperazin-1-yl)-2-hydroxy-2,3-dihydro-1,4-benzodioxine